2-((1R,5S)-3-oxabicyclo[3.1.0]hex-1-yl)-6-(2-hydroxyethoxy)pyridine [C@]12(COC[C@H]2C1)C1=NC(=CC=C1)OCCO